C1N(CC2=CC=CC=C12)C(=O)N isoindoline-2-carboxamide